(S)-4-(3-((azepan-4-ylmethyl)amino)-1-(4-(pyrrolidin-1-yl)phenyl)-1H-pyrazol-5-yl)-2-fluorobenzonitrile N1CC[C@H](CCC1)CNC1=NN(C(=C1)C1=CC(=C(C#N)C=C1)F)C1=CC=C(C=C1)N1CCCC1